2,2-Dimethoxy-N,N-dimethylethanamine COC(CN(C)C)OC